N-(1-(2,4-bis(trifluoromethyl)benzyl)-1H-pyrazol-4-yl)-5-(pyridin-2-yl)-1,3,4-oxadiazole-2-carboxamide FC(C1=C(CN2N=CC(=C2)NC(=O)C=2OC(=NN2)C2=NC=CC=C2)C=CC(=C1)C(F)(F)F)(F)F